O[Ir](O)O trihydroxyiridium